(tetrahydro-2H-pyran-2-yl)methanamine O1C(CCCC1)CN